BrC=1C=CC2=C(N=C(S2)NC(COC2=C(OC3=CC=CC=C3C2=O)C2=CC=C(C=C2)F)=O)C1 N-(5-bromobenzo[d]thiazol-2-yl)-2-((2-(4-fluorophenyl)-4-oxo-4H-chromen-3-yl)oxy)acetamide